N1-[7-(5-methyl-1,2,4-oxadiazol-3-yl)-1-isoquinolinyl]cyclobutane-1,3-diamine CC1=NC(=NO1)C1=CC=C2C=CN=C(C2=C1)NC1CC(C1)N